propyl-(hydroxyphenyl)dipropoxysilane C(CC)[Si](OCCC)(OCCC)C1=C(C=CC=C1)O